2,4-dichloro-5-methylquinazoline ClC1=NC2=CC=CC(=C2C(=N1)Cl)C